C1(=CC=CC=C1)C=1C(=CC(=CC1)NC1=CC=2C(C=3C=CC=CC3C2C2=C1C=CC=C2)(C)C)C2=CC=CC=C2 N-([1,1':2',1''-terphenyl]-4'-yl)-7,7-dimethyl-7H-benzo[c]fluoren-5-amine